3-hydroxy-3-methylbutyric acid potassium [K].OC(CC(=O)O)(C)C